7-[3-(methylcarbamoyl)-7-(trifluoromethyl)thieno[3,2-b]pyridin-5-yl]-2-azaspiro[3.5]nonane-2-carboxylic acid tert-butyl ester C(C)(C)(C)OC(=O)N1CC2(C1)CCC(CC2)C2=CC(=C1C(=N2)C(=CS1)C(NC)=O)C(F)(F)F